6-[4-(dibutylcarbamoyl)-1,5-dimethyl-1H-pyrrol-2-yl]-7-(3,4-dihydroisoquinolin-2(1H)-ylcarbonyl)-3,4-dihydroisoquinolin-2(1H)-carboxylic acid phenyl ester C1(=CC=CC=C1)OC(=O)N1CC2=CC(=C(C=C2CC1)C=1N(C(=C(C1)C(N(CCCC)CCCC)=O)C)C)C(=O)N1CC2=CC=CC=C2CC1